P1(OC2=C(C=C(C=C2C(C)(C)C)C(C)(C)C)CC2=C(C(=CC(=C2)C(C)(C)C)C(C)(C)C)O1)OCCCCCCCC 2,2'-methylenebis(4,6-di-t-butylphenyl) octyl phosphite